C1(CCC1)N1C(=NC2=C1C=C(C=C2)C=2OC=CN2)C=2N(C(C(=C(N2)C(=O)NC=2C=NOC2)O)=O)C 2-[1-cyclobutyl-6-(1,3-oxazol-2-yl)-1H-1,3-benzodiazol-2-yl]-5-hydroxy-1-methyl-N-(1,2-oxazol-4-yl)-6-oxo-1,6-dihydropyrimidine-4-carboxamide